ethyl-2-bromo-2-fluoroacetate C(C)OC(C(F)Br)=O